tert-butyl (cyclopropylmethyl)(1,3-dioxoisoindolin-2-yl)carbamate C1(CC1)CN(C(OC(C)(C)C)=O)N1C(C2=CC=CC=C2C1=O)=O